ClC1=C(C=C(C=C1)[C@@H]1N(OCC1)C1=CC(=NC=N1)NC=1C(=CC(=C(C1)NC(C=C)=O)N(C)CCOC)OC)F N-(5-((6-((R)-3-(4-chloro-3-fluorophenyl)isoxazolidine-2-yl)pyrimidine-4-yl)amino)-4-methoxy-2-((2-methoxyethyl)(methyl)amino)phenyl)acrylamide